(S)-5-amino-2-fluoro-4-(2-(4-((2-(trimethylsilyl)ethoxy)methoxy)butyl)piperidin-1-yl)benzonitrile NC=1C(=CC(=C(C#N)C1)F)N1[C@@H](CCCC1)CCCCOCOCC[Si](C)(C)C